(S)-4-methyl-3-(1-(5-(2-(4-methylpiperazin-1-yl)ethoxy)pyridin-3-yl)pyrrolidin-3-yl)-N-(5-(trifluoromethyl)pyridin-3-yl)benzamide CC1=C(C=C(C(=O)NC=2C=NC=C(C2)C(F)(F)F)C=C1)[C@H]1CN(CC1)C=1C=NC=C(C1)OCCN1CCN(CC1)C